OCCOC(C(=C)C)=O.N1=CC(=CC=C1)CS(=O)(=O)N pyridin-3-yl-methanesulfonamide 2-Hydroxyethyl-methacrylate